1-(2,6-dimethyl-4-(1-phenylazetidin-3-yl)benzyl)piperidine-4-carboxylic acid CC1=C(CN2CCC(CC2)C(=O)O)C(=CC(=C1)C1CN(C1)C1=CC=CC=C1)C